Cl.N1(CCNCC1)C1=NC2=CC=CC=C2C=C1C#N 2-piperazin-1-ylquinoline-3-carbonitrile hydrochloride